FC=1C(=CC=2C3=C(NC(C2C1)=O)COC[C@@H]3N(C([C@](C)(C3=CC=CC=C3)O)=O)C)F N-((R)-8,9-Difluoro-6-oxo-1,4,5,6-tetrahydro-2H-pyrano[3,4-c]isoquinolin-1-yl)-(2S)-hydroxy-N-methyl-2-phenylpropanamide